N(=[N+]=[N-])[C@H]1COCC1 r-3-azidotetrahydrofuran